ClC1=CC=C(C=C1)C=1C=C(C(N(N1)C=1C=NN(C1)C([2H])([2H])[2H])=O)C(=O)N[C@](C([2H])([2H])O)(C([2H])([2H])[2H])[2H] (S)-6-(4-chlorophenyl)-N-(1-hydroxypropan-2-yl-1,1,2,3,3,3-d6)-2-(1-(methyl-d3)-1H-pyrazol-4-yl)-3-oxo-2,3-dihydropyridazine-4-carboxamide